C1(CCC1)N1C(=CC2=CC(=C(C=C12)C1=NN=NN1)F)C1=CC=C(C=C1)NC(C(=O)O)=C=O 2-((4-(1-cyclobutyl-5-fluoro-6-(1H-tetrazol-5-yl)-1H-indol-2-yl)phenyl)amino)-2-carbonylacetic acid